C1=CC(=N)N(C=C1)O 2-AMINOPYRIDINE N-OXIDE